(S)-3-(1-(4-(5-chloro-4-(1-ethyl-1H-1,2,4-triazol-5-yl)pyrimidin-2-yl)piperazine-1-carbonyl)-4,5-dihydro-1H-pyrazol-5-yl)-5-fluorobenzonitrile ClC=1C(=NC(=NC1)N1CCN(CC1)C(=O)N1N=CC[C@H]1C=1C=C(C#N)C=C(C1)F)C1=NC=NN1CC